(2S,3R,5R)-3-(5-((2-chloro-3,4-dihydroxybenzamido)methyl)isoxazol-3-yl)-3-methyl-7-oxo-4-thia-1-azabicyclo[3.2.0]heptane-2-carboxylic acid 4,4-dioxide ClC1=C(C(=O)NCC2=CC(=NO2)[C@]2([C@@H](N3C(C[C@H]3S2(=O)=O)=O)C(=O)O)C)C=CC(=C1O)O